N-(7-(4,4-difluoropiperidin-1-yl)-2,3-dihydrobenzofuran-5-yl)-4-nitro-2-((1R,5S)-3-azaspiro[bicyclo[3.2.1]octane-8,1'-cyclopropane]-3-yl)benzamide FC1(CCN(CC1)C1=CC(=CC=2CCOC21)NC(C2=C(C=C(C=C2)[N+](=O)[O-])N2C[C@@H]1CC[C@H](C2)C12CC2)=O)F